[3-(4-Chloro-phenyl)-adamantan-1-ylmethyl]-(2-fluoro-4-trifluoromethyl-benzyl)-amine ClC1=CC=C(C=C1)C12CC3(CC(CC(C1)C3)C2)CNCC2=C(C=C(C=C2)C(F)(F)F)F